3-(3-bromophenyl)azetidine TFA Salt OC(=O)C(F)(F)F.BrC=1C=C(C=CC1)C1CNC1